1-cyclopentyl-3-methyl-N-(7-methyl-[1,2,4]triazolo[1,5-a]pyridin-6-yl)-1H-pyrazolo[3,4-d]pyrimidin-6-amine C1(CCCC1)N1N=C(C=2C1=NC(=NC2)NC=2C(=CC=1N(C2)N=CN1)C)C